FC1=C(C=C(C(=C1)C=COC)F)F 1,2,4-trifluoro-5-(2-methoxyvinyl)benzene